trimethylol-cresol C(O)C(C1=CC=CC=C1O)(CO)CO